COC1=C(C(=CC=C1)OC)C1=CC(=NN1C1=C(C=C(C=C1)C#CCCO)C(C)C)C(=O)NC1(C2CC3CC(CC1C3)C2)C(=O)OC(C)(C)C tert-butyl 2-(5-(2,6-dimethoxyphenyl)-1-(4-(4-hydroxybut-1-yn-1-yl)isopropylphenyl)-1H-pyrazole-3-carboxamido)adamantane-2-carboxylate